The molecule is an aromatic ether, being the (2R)-3-(tert-butylamino)-2-hydroxypropyl ether of the phenolic hydroxy group of (6R,7S)-5,6,7,8-tetrahydronaphthalene-1,6,7-triol. It has a role as a beta-adrenergic antagonist, an anti-arrhythmia drug and an antihypertensive agent. It is a triol, a secondary amino compound and an aromatic ether. It is an enantiomer of a (2S,3R,2'S)-nadolol. CC(C)(C)NC[C@H](COC1=CC=CC2=C1C[C@@H]([C@@H](C2)O)O)O